[N+3].[NH4+].ClC1=CC=C(C=C1)C1(CC(C1)C#N)O 3-(4-chlorophenyl)-3-hydroxycyclobutanecarbonitrile ammonium nitrogen